5-(3-Carboxy-2,5-dihydroxybenzamido)isophthalic acid C(=O)(O)C=1C(=C(C(=O)NC=2C=C(C=C(C(=O)O)C2)C(=O)O)C=C(C1)O)O